FC1(CCC(CC1)C1=NC=NC(=C1NC(C1=CN=C(C(=C1)F)OC(C)C)=O)C1=C(C=CC(=C1)F)F)F N-(4-(4,4-difluorocyclohexyl)-6-(2,5-difluorophenyl)pyrimidin-5-yl)-5-fluoro-6-isopropoxynicotinamide